2-AMINO-2-METHYL-3-METHOXY-PROPANOIC ACID NC(C(=O)O)(COC)C